ClCC(CCl)(O)C1=C(C=C(C=C1)Cl)F 1,3-dichloro-2-(4-chloro-2-fluorophenyl)propane-2-ol